(5-(piperidin-1-yl)pyrazin-2-yl)ketone N1(CCCCC1)C=1N=CC(=NC1)C(=O)C1=NC=C(N=C1)N1CCCCC1